5-([[(1,2,3,5,6,7-hexahydro-s-indacen-4-yl)carbamoyl]amino](imino)oxo-lambda6-sulfanyl)-2-methylfuran-3-carboxylic acid C1CCC2=C(C=3CCCC3C=C12)NC(=O)NS(C1=CC(=C(O1)C)C(=O)O)(=O)=N